C(C)N1CCC(CC1)CN1N=C2C3=C(CCC2=C1)OC(=C3C(F)(F)F)C(=O)NC[C@H]3OCCC3 2-[(1-Ethylpiperidin-4-yl)methyl]-N-{[(2S)-oxolan-2-yl]methyl}-8-(trifluoromethyl)-4,5-dihydro-2H-furo[2,3-g]indazol-7-carboxamid